4-(4'-bromo-3'-chloro-[1,1'-biphenyl]-4-yl)dibenzo[b,d]furan BrC1=C(C=C(C=C1)C1=CC=C(C=C1)C1=CC=CC2=C1OC1=C2C=CC=C1)Cl